4'-hexylthio-2,2'-bithiophene C(CCCCC)SC=1C=C(SC1)C=1SC=CC1